1'-(4-chloro-2-nitrophenyl)-6-fluoro-1-methyl-1,2-dihydrospiro[indole-2,4-piperidine] ClC1=CC(=C(C=C1)N1CCC2(CC1)N(C1=CC(=CC=C1C2)F)C)[N+](=O)[O-]